3-(1-methyl-7-((8-(piperidin-1-yl)octyl)amino)-1H-indazol-3-yl)piperidine-2,6-dione CN1N=C(C2=CC=CC(=C12)NCCCCCCCCN1CCCCC1)C1C(NC(CC1)=O)=O